FC1=C(C=CC(=C1)F)C1CC12CCN(CC2)C=2N=C1C(=NC2C=2C=NN(C2)C)C=NC=C1 2-(1-(2,4-difluorophenyl)-6-azaspiro[2.5]octan-6-yl)-3-(1-methyl-1H-pyrazol-4-yl)pyrido[3,4-b]pyrazine